(±)-(4aR,13bR)-9-chloro-4-methyl-1,2,3,4,4a,5,6,13b-octahydro-8H-[1,6]naphthyridino[5,6-b]quinazolin-8-one ClC1=C2C(N3C(=NC2=CC=C1)[C@@H]1CCCN([C@@H]1CC3)C)=O |r|